C1(CC1)S(=O)(=O)C=1N=C2N(N1)[C@@H](C[C@@H]2F)C2=CC(=C(C=C2)F)F (5s,7s)-2-cyclopropylsulfonyl-5-(3,4-difluorophenyl)-7-fluoro-6,7-dihydro-5H-pyrrolo[1,2-b][1,2,4]triazole